4-biphenylylphenylsulfonium tris(trifluoromethanesulfonyl)methide [C-](S(=O)(=O)C(F)(F)F)(S(=O)(=O)C(F)(F)F)S(=O)(=O)C(F)(F)F.C1(=C(C=CC=C1)C1=CC=C(C=C1)[SH2+])C1=CC=CC=C1